pyridin-4-ylamine N1=CC=C(C=C1)N